6'-Cyclopropyl-N4-{[1-(methoxymethyl)cyclopentyl]methyl}-N4-methyl-5'-(trifluoromethyl)[2,3'-bipyridin]-4,5,6-triamine C1(CC1)C1=C(C=C(C=N1)C1=NC(=C(C(=C1)N(C)CC1(CCCC1)COC)N)N)C(F)(F)F